NC1=CC=C(C=N1)C1=CC2=NC=CC(=C2O1)C=1C=C(C=CC1)C(=O)N1CCOCC1 (3-(2-(6-aminopyridin-3-yl)furo[3,2-b]pyridin-7-yl)phenyl)(morpholino)methanone